NC1=CC(=C(C(=C1C(C)=O)F)C=1C=NN(C1)C(CO)(C)C)F 1-(6-amino-2,4-difluoro-3-(1-(1-hydroxy-2-methylpropan-2-yl)-1H-pyrazol-4-yl)phenyl)ethan-1-one